2-sulfobenzoate ammonium salt [NH4+].S(=O)(=O)(O)C1=C(C(=O)[O-])C=CC=C1